5-chloro-2-((3S,5R)-4,4-difluoro-3,5-dimethylpiperidin-1-yl)-4-(methylsulfonyl)pyrimidine ClC=1C(=NC(=NC1)N1C[C@@H](C([C@@H](C1)C)(F)F)C)S(=O)(=O)C